N,N'-Diaminopropyl-2-methyl-cyclohexan-1,3-diamin NNC1(C(C(CCC1)NN)C)CCC